2-chloro-5-trifluoromethyl-[1,3,4]Thiadiazole ClC=1SC(=NN1)C(F)(F)F